C1(CCC1)C(C#N)C(C1(CCC1)C(F)(F)F)=O 2-Cyclobutyl-3-oxo-3-(1-(trifluoromethyl)cyclobutyl)propanenitrile